CN1C(CCC1)C(=O)[O-] 1-methylpyrrolidin-2-carboxylate